Bis(ethenyldimethylsilylmethyl)platinum C(=C)[Si](C)(C)C[Pt]C[Si](C=C)(C)C